6-(4-chlorophenyl)-3-oxo-2-(pyrimidin-5-yl)-N-[(2S)-1,1,1-trifluoro-3-hydroxy-3-methylbut-2-yl]-2,3-dihydropyridazine-4-carboxamide ClC1=CC=C(C=C1)C=1C=C(C(N(N1)C=1C=NC=NC1)=O)C(=O)N[C@H](C(F)(F)F)C(C)(C)O